C1(CCCC1)OC1=CC(=C(N)C=C1OCC1=C(C(=CC=C1OC)F)F)F 4-(cyclopentyloxy)-5-((2,3-difluoro-6-methoxybenzyl)oxy)-2-fluoroaniline